Cl.Cl.C1(CC1)C(=O)N cyclopropane-1-carboxamide dihydrochloride